C(C)(C)(C)OC(=O)N[C@H]1CN(CC[C@@H]2N(C1=O)[C@@H](CC2)C(=O)O)S(=O)(=O)CC (5S,8S,10aR)-5-((tert-butoxycarbonyl)amino)-3-(ethylsulfonyl)-6-oxodecahydropyrrolo[1,2-a][1,5]diazocine-8-carboxylic acid